6-(Cyclopropanecarboxamido)-4-((4-methoxy-1-methyl-5-vinyl-1H-indol-3-yl)amino)-N-(methyl-d3)nicotinamide ethyl-((2,6-dihydroxy-3'-methyl-4-pentyl-[1,1'-biphenyl]-3-yl)methyl)carbamate C(C)N(C(O)=O)CC=1C(=C(C(=CC1CCCCC)O)C1=CC(=CC=C1)C)O.C1(CC1)C(=O)NC1=NC=C(C(=O)NC([2H])([2H])[2H])C(=C1)NC1=CN(C2=CC=C(C(=C12)OC)C=C)C